tert-Butyl (2R,4R)-4-((tert-butyldiphenylsilyl)oxy)-2-formylpyrrolidin-1-carboxylate [Si](C1=CC=CC=C1)(C1=CC=CC=C1)(C(C)(C)C)O[C@@H]1C[C@@H](N(C1)C(=O)OC(C)(C)C)C=O